6-(3-(5-cyclopropoxypyridin-2-yl)-1,2,4-thiadiazol-5-ylamino)-N-(3,3-difluoro-cyclobutyl)nicotinamide C1(CC1)OC=1C=CC(=NC1)C1=NSC(=N1)NC1=NC=C(C(=O)NC2CC(C2)(F)F)C=C1